2-bromo-6-chloro-5-methoxy-3-(1-(tetrahydro-2H-pyran-2-yl)-1H-pyrazol-4-yl)-1H-pyrrolo[3,2-b]Pyridine BrC1=C(C2=NC(=C(C=C2N1)Cl)OC)C=1C=NN(C1)C1OCCCC1